anti-oxazol O1C=NC=C1